C(=O)(OC(C)(C)C)N1[C@H](CC(C1)CC1=CC(=CC=C1)Cl)C(=O)O boc-(R)-γ-(3-chlorobenzyl)-L-proline